4-((8-methyl-2,3-dihydro-1H-pyrido[2,3-b][1,4]oxazin-7-yl)amino)-N-(4-((4-methyl-piperazin-1-yl)methyl)phenyl)-2-oxo-1,2-dihydropyridine CC1=C(C=NC=2OCCNC21)NC2=CC(N(C=C2)C2=CC=C(C=C2)CN2CCN(CC2)C)=O